2-[1-[(3-chloro-5-fluoro-phenyl)methyl]pyrazol-4-yl]-5-propyl-3H-imidazo[2,1-b]purin-4-one ClC=1C=C(C=C(C1)F)CN1N=CC(=C1)C1=NC=2N3C(N(C(C2N1)=O)CCC)=NC=C3